CC1([C@H]2CCN(C[C@@H]2CCC1)C(C(=O)NC=1C=C(C=NC1)C(=O)N)=O)C 5-[[2-[(4aS,8aR)-5,5-dimethyl-1,3,4,4a,6,7,8,8a-octahydroisoquinolin-2-yl]-2-oxo-acetyl]amino]pyridine-3-carboxamide